N-(2-(trifluoromethyl)phenyl)maleimide FC(C1=C(C=CC=C1)N1C(C=CC1=O)=O)(F)F